1H-benzo[e]indolium C1C=[NH+]C=2C=CC3=C(C12)C=CC=C3